C[C@@H](CC(=O)OCC)\C=C/C=C(\C=C\[Sn](CCCC)(CCCC)CCCC)/C ethyl (3S,4Z,6Z,8E)-3,7-dimethyl-9-(tri-n-butylstannyl)nona-4,6,8-trienoate